FC1(CCC2(CN(C2)C(=O)OC(C)(C)C)CC1)C=O tert-butyl 7-fluoro-7-formyl-2-azaspiro[3.5]nonane-2-carboxylate